N-[1-(4-tert-butylphenyl)-1H-indazol-4-yl]-2-chloro-5-{[(cyclopropylcarbonyl)amino]methyl}benzamide C(C)(C)(C)C1=CC=C(C=C1)N1N=CC2=C(C=CC=C12)NC(C1=C(C=CC(=C1)CNC(=O)C1CC1)Cl)=O